tert-butyl ((1S,3R)-3-((2'-(benzyloxy)-3',6-difluoro-[1,1'-biphenyl]-3-yl)methyl)-3-carbamoylcyclopentyl)carbamate C(C1=CC=CC=C1)OC1=C(C=CC=C1F)C1=CC(=CC=C1F)C[C@]1(C[C@H](CC1)NC(OC(C)(C)C)=O)C(N)=O